ethyl (E)-4,4,4-trifluorobut-2-enoate FC(/C=C/C(=O)OCC)(F)F